6-Fluoro-3-methyl-2,10,15,19,20,23-hexaazapentacyclo[15.5.2.04,9.010,13.020,24]tetracosane FC1CC2C(NC3CCN4NCC(CNCC5CCN5C2CC1)C4N3)C